O1NC(CC=C1)=O Oxazinon